N,N'-Dibutylurea C(CCC)NC(=O)NCCCC